tert-butyl (2S,4R)-4-[tert-butyl(dimethyl)silyl]oxy-2-[4-(trimethoxymethyl)-1H-imidazol-2-yl]pyrrolidine-1-carboxylate [Si](C)(C)(C(C)(C)C)O[C@@H]1C[C@H](N(C1)C(=O)OC(C)(C)C)C=1NC=C(N1)C(OC)(OC)OC